tert-butyl (4-(3-(3-(p-tolylcarbamoyl)phenyl)furo[3,2-b]pyridin-6-yl)phenyl)piperazine-1-carboxylate C1(=CC=C(C=C1)NC(=O)C=1C=C(C=CC1)C1=COC=2C1=NC=C(C2)C2=CC=C(C=C2)C2N(CCNC2)C(=O)OC(C)(C)C)C